BrC1=CC2=C(NC(CO2)C)C(=C1)I 7-bromo-5-iodo-3-methyl-3,4-dihydro-2H-1,4-benzoxazine